N1(CC=CC=C1)C=1C(=NC=CC1)C#N [1,3']bipyridinyl-2'-carbonitrile